4-(furo[3,2-c]pyridin-4-yl)-N-[1-(5-nitropyrimidin-2-yl)piperidin-4-yl]benzamide methyl-(S)-3-(3-bromo-5-(2-oxoethyl)phenyl)-2-(((2-(trimethylsilyl)ethoxy)carbonyl)amino)propanoate COC([C@H](CC1=CC(=CC(=C1)CC=O)Br)NC(=O)OCC[Si](C)(C)C)=O.O1C=CC=2C(=NC=CC21)C2=CC=C(C(=O)NC1CCN(CC1)C1=NC=C(C=N1)[N+](=O)[O-])C=C2